anisoylacetone C(C1=CC=C(C=C1)OC)(=O)CC(C)=O